P(=O)(OC)(OC(C)CCCCC)OC(C)CCCCC methyl di-(2-heptyl) phosphate